[2-(aminomethyl)-3,3-difluoro-allyl]-4-[[5-(4-piperazin-1-ylphenyl)benzothien-2-yl]methyl]-1,2,4-triazol-3-one bistrifluoroacetate salt FC(C(=O)O)(F)F.FC(C(=O)O)(F)F.NCC(CC=1N(C(NN1)=O)CC=1SC2=C(C1)C=C(C=C2)C2=CC=C(C=C2)N2CCNCC2)=C(F)F